4-(2-chlorophenyl)-1-(ethylamino)-6-(trifluoromethyl)-3H-pyrido[1,2-C]pyrimidin-3-one ClC1=C(C=CC=C1)C1=C2N(C(=NC1=O)NCC)C=CC(=C2)C(F)(F)F